C(CCCCC)N1CC(=C(C2=CC=C3C(=C12)C=CC=C3)O)C(C(F)(F)F)=O 1-hexyl-4-hydroxy-3-(2,2,2-trifluoroethan-1-one-1-yl)-benzo[h]quinoline